Ethyl-(R)-3-oxo-2-phenyl-2,3-dihydro-1H-benzol C(C)[C@H]1C(C(CC=C1)=O)C1=CC=CC=C1